ClC1=CC=C(C(=N1)C(=O)N)O[C@H](C)C=1C=C(C=C2C(C(=C(OC12)C=1C=C2CCNC(C2=CC1)=O)C)=O)C 6-Chloro-3-[(1R)-1-[3,6-dimethyl-4-oxo-2-(1-oxo-3,4-dihydro-2H-isoquinolin-6-yl)chromen-8-yl]ethoxy]pyridine-2-carboxamide